octalenyl acrylate C(C=C)(=O)OC1=CC=CC=CC2=CC=CC=CC=C12